2-ethyl-1-[6-(4-piperidyloxy)-2-pyridyl]-6-[m-(5-pyrimidinyl)phenylamino]-1,2-dihydro-3H-1,2,5,7-tetraazainden-3-one C(C)N1N(C2=NC(=NC=C2C1=O)NC1=CC(=CC=C1)C=1C=NC=NC1)C1=NC(=CC=C1)OC1CCNCC1